C(C)OC(CS(=O)(=O)CC(CCCC(C(=O)NNC)(C)C=1C=C(C=CC1)C(CC(=O)OCC)C)(C)C)=O ethyl 3-(3-(7-((2-ethoxy-2-oxoethyl)sulfonyl)-2,6,6-trimethyl-1-(2-methylhydrazineyl)-1-oxoheptan-2-yl)phenyl)butanoate